(3R)-5'-bromo-1'-(4-chloro-3-fluorophenyl)-3-methoxy-1',2'-dihydrospiro[cyclopentane-1,3'-pyrrolo[3,2-b]pyridine] BrC1=CC=C2C(=N1)C1(CN2C2=CC(=C(C=C2)Cl)F)C[C@@H](CC1)OC